1-(3-bromo-5-fluoropyridin-4-yl)ethan-1-ol BrC=1C=NC=C(C1C(C)O)F